4-(2,4-difluorophenyl)-6,7-dimethyl-2-((2r,4s)-2-(1-methyl-1H-pyrazol-4-yl)tetrahydro-2H-pyran-4-yl)pyrido[2,3-d]pyrimidine FC1=C(C=CC(=C1)F)C=1C2=C(N=C(N1)[C@@H]1C[C@@H](OCC1)C=1C=NN(C1)C)N=C(C(=C2)C)C